CC=1C=C(C(=O)CC#N)C=CC1 3-Methylbenzoylacetonitrile